(3R)-3-(cyclopropylmethoxy)[1,4'-bipiperidine]-1'-carboxylic acid benzyl ester C(C1=CC=CC=C1)OC(=O)N1CCC(CC1)N1C[C@@H](CCC1)OCC1CC1